C1(CC1)S(=O)(=O)C=1N=CN(C1)C1=NC=CC(=N1)N 2-(4-(cyclopropylsulfonyl)-1H-imidazol-1-yl)pyrimidin-4-amine